8-(6-chloro-1H-indol-4-yl)-6-fluoro-1,4,4,9-tetramethyl-5H-[1,2,4]triazolo[4,3-a]quinoxaline ClC1=CC(=C2C=CNC2=C1)C1=CC(=C2NC(C=3N(C2=C1C)C(=NN3)C)(C)C)F